ClC1=CC=CC(=N1)OCC1=C(C=C(C(=O)OC)C=C1)F Methyl 4-(((6-chloropyridin-2-yl) oxy) methyl)-3-fluorobenzoate